1-(4-((((7-(1-benzylpiperidin-3-yl)-2-chloropyrazolo[1,5-a]pyrimidin-3-yl)methyl)amino)methyl)piperidin-1-yl)ethanone C(C1=CC=CC=C1)N1CC(CCC1)C1=CC=NC=2N1N=C(C2CNCC2CCN(CC2)C(C)=O)Cl